C1(CC1)NC(=O)C=1C=C(C(N(C1)[C@H](CO)C1=CC=CC=C1)=O)C(=O)NC |o1:12| (S*)-N5-cyclopropyl-1-(2-hydroxy-1-phenylethyl)-N3-methyl-2-oxo-1,2-dihydropyridine-3,5-dicarboxamide